benzyl 4-(3-(tert-butoxycarbonyl)phenyl)piperazine-1-carboxylate C(C)(C)(C)OC(=O)C=1C=C(C=CC1)N1CCN(CC1)C(=O)OCC1=CC=CC=C1